CN(C1CCN(CC1)C1=CC(=C(C=C1)NC1=CC=2C(=CC=NC2)S1)OC)C 2-((4-(4-(dimethylamino)piperidin-1-yl)-2-methoxyphenyl)amino)thieno[2,3-d]pyridine